2,3,5,6-tetramercaptoterephthalic acid SC1=C(C(=O)O)C(=C(C(=C1S)C(=O)O)S)S